C(C)(C)(C)OC(=O)N1CCC(CC1)C1=C(N(C=2N=CN=C(C21)N)C)Br 4-{4-amino-6-bromo-7-methyl-7H-pyrrolo[2,3-d]pyrimidin-5-yl}piperidine-1-carboxylic acid tert-butyl ester